BrC1=CC=C(CNC=2NCCN2)C=C1 N-(4-bromobenzyl)-4,5-dihydro-1H-imidazol-2-amine